FC(C1=C(C=CC(=C1)C(F)(F)F)CC(=O)N(C1=CC=C(C=C1)F)CC1=NN=C(O1)C=1N=CC(=NC1)NC(=O)OC(C)(C)C)(F)F 2-methylpropan-2-yl [(5-{5-[({2-[2,4-bis(trifluoromethyl)phenyl]acetyl}(4-fluorophenyl)amino)methyl]-1,3,4-oxadiazol-2-yl}pyrazin-2-yl)amino]methanoate